8-(5-((2,3-difluorophenyl)thio)-6-methylpyrazin-2-yl)-8-azaspiro[4.5]decan-1-amine FC1=C(C=CC=C1F)SC=1N=CC(=NC1C)N1CCC2(CCCC2N)CC1